2-((5-(5-(difluoromethyl)-1,3,4-oxadiazole-2-yl)pyridine-2-yl)methyl)-4,4-dimethyl-7-(5-methylfuran-2-yl)isoquinoline-1,3(2H,4H)-dione FC(C1=NN=C(O1)C=1C=CC(=NC1)CN1C(C2=CC(=CC=C2C(C1=O)(C)C)C=1OC(=CC1)C)=O)F